2-Methyl-2-([5-(1-propyl-1H-indazol-6-yl)-1-[2-(pyrrolidin-1-yl)phenyl]-1H-pyrazol-3-yl]methoxy)propanoic acid CC(C(=O)O)(C)OCC1=NN(C(=C1)C1=CC=C2C=NN(C2=C1)CCC)C1=C(C=CC=C1)N1CCCC1